(5R,8S)-N-(4-(trifluoromethyl)phenyl)-6,7,8,9-tetrahydro-5H-5,8-epiminocyclohepta[d]-pyrimidine-10-carboxamide FC(C1=CC=C(C=C1)NC(=O)N1[C@@H]2CC[C@H]1CC=1N=CN=CC12)(F)F